isopropyl (R)-2-amino-2-(4-bromo-2-fluorophenyl)-4,4-dimethylpentanoate N[C@](C(=O)OC(C)C)(CC(C)(C)C)C1=C(C=C(C=C1)Br)F